2-(2-chloro-4-fluorophenyl)acetamide ClC1=C(C=CC(=C1)F)CC(=O)N